2-(((1S,4S)-2-oxabicyclo[2.1.1]hexan-1-yl)methyl)-6-ethoxy-N-((R)-2-hydroxy-2-((S)-1,2,3,4-tetrahydroisoquinolin-3-yl)ethyl)-1-oxoisoindoline-5-carboxamide C12(OCC(C1)C2)CN2C(C1=CC(=C(C=C1C2)C(=O)NC[C@H]([C@H]2NCC1=CC=CC=C1C2)O)OCC)=O